(S)-2-(4-(cyclopropylsulfonyl)phenethoxy)-3-(4-fluoro-3,5-dimethylphenyl)-8-methyl-4-oxo-4,5,6,8-tetrahydropyrido[3,4-d]pyrimidine-7(3H)-carboxylate C1(CC1)S(=O)(=O)C1=CC=C(CCOC=2N(C(C3=C(N2)[C@@H](N(CC3)C(=O)[O-])C)=O)C3=CC(=C(C(=C3)C)F)C)C=C1